CC1(N(C2C=CC=CC2C1)C(=O)C1[C@H]2CN(C[C@@H]12)C(=O)OC(C)(C)C)C tert-butyl (1R,5S,6r)-6-[(2,2-dimethyl-2,3,3a,7a-tetrahydro-1H-indol-1-yl)carbonyl]-3-azabicyclo[3.1.0]hexane-3-carboxylate